(1R)-1-(2-fluorophenyl)ethan FC1=C(C=CC=C1)CC